C12CNCC(CC1)N2C=2SC=1CN(CCC1N2)C(CC(C)(C)C)=O 1-(2-(3,8-diazabicyclo[3.2.1]octan-8-yl)-6,7-dihydrothiazolo[5,4-c]pyridin-5(4H)-yl)-3,3-dimethylbutan-1-one